8-bromo-6-chloro-2-(4,4-difluoropiperidin-1-yl)-3-methylquinazolin-4(3H)-one BrC=1C=C(C=C2C(N(C(=NC12)N1CCC(CC1)(F)F)C)=O)Cl